beta-carotenelinoleic acid C([C@@]1(C)CCCC(C)=C1\C=C\C(\C)=C\C=C\C(\C)=C\C=C\C=C(/C)\C=C\C=C(/C)\C=C\C1=C(C)CCCC1(C)C)CCCCC\C=C/C\C=C/CCCCCCCC(=O)O